6-(2,6-Dichlorophenyl)-2-((2'-methyl-2',3'-dihydro-1'H-spiro[cyclopropane-1,4'-isoquinolin]-7'-yl)amino)-8,9-dihydroimidazo[1,2-a]pyrimido[5,4-e]pyrimidin-5(6H)-one ClC1=C(C(=CC=C1)Cl)N1C=2N(C3=C(C1=O)C=NC(=N3)NC3=CC=C1C4(CN(CC1=C3)C)CC4)CCN2